2-(3-methoxyphenyl)-N-(2-(4-methylpiperazin-1-yl)ethyl)-5-(2-nitrophenyl)oxazole-4-carboxamide COC=1C=C(C=CC1)C=1OC(=C(N1)C(=O)NCCN1CCN(CC1)C)C1=C(C=CC=C1)[N+](=O)[O-]